N-(phenylsulfonyl)-3-(3,4,5-trimethoxyphenyl)-1H-pyrazole-5-carboxamide C1(=CC=CC=C1)S(=O)(=O)NC(=O)C1=CC(=NN1)C1=CC(=C(C(=C1)OC)OC)OC